(3S)-3-({N-[(4-methoxy-1H-indol-2-yl)carbonyl]-L-leucyl}amino)-2-oxo-4-[(3S)-2-oxopyrrolidin-3-yl]butyl pyridine-4-carboxylate, trifluoroacetate salt FC(C(=O)O)(F)F.N1=CC=C(C=C1)C(=O)OCC([C@H](C[C@H]1C(NCC1)=O)NC([C@@H](NC(=O)C=1NC2=CC=CC(=C2C1)OC)CC(C)C)=O)=O